(S,Z)-(3'-(Difluoromethyl)-2'-methyl-[1,1'-biphenyl]-4-yl)(2-(hydroxymethyl)-4-(methoxyimino)pyrrolidin-1-yl)methanone FC(C=1C(=C(C=CC1)C1=CC=C(C=C1)C(=O)N1[C@@H](C/C(/C1)=N/OC)CO)C)F